FC(C(=O)O)(F)F.C(C)N1C(C=CC=C1)=O 1-ethyl-pyridin-2-one trifluoroacetate